benzo[a]fluoren C1=CC=CC=2C1=C1CC3=CC=CC=C3C1=CC2